3-phenylamino-1H-1,2,4-triazole C1(=CC=CC=C1)NC1=NNC=N1